1-iodo-2-(propan-2-yl-1,1,1,3,3,3-d6)benzene IC1=C(C=CC=C1)C(C([2H])([2H])[2H])C([2H])([2H])[2H]